2-chloro-4-(2-fluoro-5-nitrophenoxy)pyrrolo[2,1-f][1,2,4]triazine ClC1=NN2C(C(=N1)OC1=C(C=CC(=C1)[N+](=O)[O-])F)=CC=C2